C1(CC1)[C@]1(C(N(C[C@H]1C)C1=NN(C2=CN=CC=C21)C=2C=NN(C2)CC)=O)C#N (3R,4S)-3-cyclopropyl-1-[1-(1-ethylpyrazol-4-yl)pyrazolo[3,4-c]pyridin-3-yl]-4-methyl-2-oxopyrrolidine-3-carbonitrile